N-(3-((5-bromo-1-((2-(trimethylsilyl)ethoxy)methyl)-1H-pyrrolo[2,3-b]pyrid-6-yl)oxy)propyl)-4-methylbenzenesulfonamide BrC=1C=C2C(=NC1OCCCNS(=O)(=O)C1=CC=C(C=C1)C)N(C=C2)COCC[Si](C)(C)C